NC=1N=CC=2C(C3=C(NC2C1)C(N1C(=C3C)C(NC13CCN(CC3)C)=O)=O)=O 8-amino-1',12-dimethyl-2H-spiro[imidazo[1',5':1,6]pyrido[3,4-B][1,6]naphthyridine-3,4'-piperidine]-1,5,11(6H)-trione